(R)-N-(1-(2-methyl-3-(trifluoromethyl)phenyl)ethyl)-6-(4-(methylamino)piperidin-1-yl)quinolin-4-amine CC1=C(C=CC=C1C(F)(F)F)[C@@H](C)NC1=CC=NC2=CC=C(C=C12)N1CCC(CC1)NC